1-dimethylaminomethyl-1'-(diphenylhydroxymethyl)ferrocene 1-(((1-(benzo[d][1,3]dioxol-5-yl)-1-oxopropan-2-yl)(methyl)carbamoyl)oxy)ethyl-isobutyrate O1COC2=C1C=CC(=C2)C(C(C)N(C(=O)OC(C)OC(C(C)C)=O)C)=O.CN(C)C[C-]2C=CC=C2.C2(=CC=CC=C2)C([C-]2C=CC=C2)(O)C2=CC=CC=C2.[Fe+2]